4-((4-(3,5-Dimethylisoxazol-4-yl)-2-nitrophenyl)amino)tetrahydro-2H-thiopyran 1,1-dioxide CC1=NOC(=C1C1=CC(=C(C=C1)NC1CCS(CC1)(=O)=O)[N+](=O)[O-])C